1-benzyl-6-bromo-1H-2,1-benzothiazin-4(3H)-one C(C1=CC=CC=C1)N1SCC(C2=C1C=CC(=C2)Br)=O